6-[4-(4-vinylphenyl)methoxyphenyl]-1,3,5-triazine-2,4-diamine C(=C)C1=CC=C(C=C1)COC1=CC=C(C=C1)C1=NC(=NC(=N1)N)N